3-[(3-chloro-2-methoxyphenyl)amino]-2-(3-{2-[(1R,5S)-2-(prop-2-enoyl)-2-azabicyclo[3.1.0]hexan-1-yl]ethynyl}pyridin-4-yl)-1H,5H,6H,7H-pyrrolo[3,2-c]pyridin-4-one ClC=1C(=C(C=CC1)NC1=C(NC2=C1C(NCC2)=O)C2=C(C=NC=C2)C#C[C@@]21N(CC[C@H]1C2)C(C=C)=O)OC